(R)-2-(azetidin-3-ylmethyl)-6-(2,6-dioxopiperidin-3-yl)-2,3,5,6-tetrahydropyrrolo[3,4-f]isoindole-1,7-dione N1CC(C1)CN1C(C2=CC=3C(N(CC3C=C2C1)[C@H]1C(NC(CC1)=O)=O)=O)=O